2,3,5-trichloro-6-methoxybenzoyl chloride ClC1=C(C(=O)Cl)C(=C(C=C1Cl)Cl)OC